4-Nitrophenyl 4-(6-(thiazol-4-yl)pyrazolo[1,5-a]pyrimidin-3-yl)piperidine-1-carboxylate S1C=NC(=C1)C=1C=NC=2N(C1)N=CC2C2CCN(CC2)C(=O)OC2=CC=C(C=C2)[N+](=O)[O-]